N-(ethylcarbamoyl)-1-(oxetan-2-ylmethyl)-1H-benzimidazole-6-sulfonamide C(C)NC(=O)NS(=O)(=O)C=1C=CC2=C(N(C=N2)CC2OCC2)C1